1-isopropylamino-3-(2-naphthoxy)-2-propanol C(C)(C)NCC(COC1=CC2=CC=CC=C2C=C1)O